ClC1=C(C=C2C=C(NC2=C1)CN)OC (6-chloro-5-methoxy-1H-indol-2-yl)methanamine